[F-].C1(=C(C=CC=C1)N)N phenylenediamine, fluoride salt